tert-Butyl N-(endo-8-benzyl-3-methyl-8-azabicyclo[3.2.1]octan-3-yl)carbamate C(C1=CC=CC=C1)N1C2CC(CC1CC2)(C)NC(OC(C)(C)C)=O